BrC=1C(=C(C(=NC1)N)Cl)OC 5-bromo-3-chloro-4-methoxy-pyridin-2-amine